3-[(tert-butoxycarbonyl)amino]bicyclo[1.1.1]pentan C(C)(C)(C)OC(=O)NC12CC(C1)C2